3-(4-(methylthio)phenyl)-5-(trifluoromethyl)-1,2,4-oxadiazole CSC1=CC=C(C=C1)C1=NOC(=N1)C(F)(F)F